Dibenzylideneglycine tert-butyl ester C(C)(C)(C)OC(C(N=CC1=CC=CC=C1)=CC1=CC=CC=C1)=O